C1(CCCC1)C1=C(C(=O)O)C=CC(=C1)C1=NC=NC2=CC(=C(C=C12)F)OCC 2-cyclopentyl-4-(7-ethoxy-6-fluoroquinazolin-4-yl)benzoic acid